2-(Indol-3-yl)phenol N1C=C(C2=CC=CC=C12)C1=C(C=CC=C1)O